4-(2,3-dihydro-1,3-dimethyl-1H-benzimidazol-2-yl)-N,N-diphenylaniline CN1C(N(C2=C1C=CC=C2)C)C2=CC=C(N(C1=CC=CC=C1)C1=CC=CC=C1)C=C2